C1(CC1)CC1C2=C(C(N(C1)C)=O)C(=C(N2)C2=CC(=NC=C2)NC(CC2=CC=C(C=C2)F)=O)C2=CC=CC=C2 N-{4-[7-(Cyclopropylmethyl)-5-methyl-4-oxo-3-phenyl-4,5,6,7-tetrahydro-1H-pyrrolo[3,2-c]pyridin-2-yl]pyridin-2-yl}-2-(4-fluorophenyl)acetamid